2-[3-(2-{[(6S)-4-azaspiro[2.5]octan-6-yl]amino}-5-(trifluoromethyl)pyrimidin-4-yl)-8-oxo-1H,4H,5H,6H,7H,8H-pyrrolo[2,3-c]azepin-7-yl]acetonitrile C1CC12NC[C@H](CC2)NC2=NC=C(C(=N2)C2=CNC=1C(N(CCCC12)CC#N)=O)C(F)(F)F